OC1(CCC(CC1)C#N)[C@@H]1N2C(C3=CC=CC=C13)=CN=C2 (1R,4r)-4-Hydroxy-4-((R)-5H-imidazo[5,1-a]isoindol-5-yl)cyclohexan-1-carbonitril